10-methoxy-5,8,13,13a-tetrahydro-6H-[1,3]dioxolo[4,5-g]isoquino[3,2-a]isoquinoline-9-ol COC1=CC=C2CC3N(CCC4=CC5=C(C=C34)OCO5)CC2=C1O